NC1=CC=C(C=C1)C=1C=CC(NN1)=O 6-(4-aminophenyl)pyridazin-3(2H)-one